FC1=CC=C(C=C1)NC(=O)C1(CC1)C(=O)NC1=CC=C(OC2=CC=NC3=CC(=C(C=C23)OC)C(=O)O)C=C1 4-[4-[[1-[(4-fluorophenyl)carbamoyl]cyclopropanecarbonyl]-amino]phenoxy]-6-methoxyquinoline-7-carboxylic acid